2-{[4-(4-amino-2,6-difluorophenoxy)quinolin-7-yl]oxy}ethanol NC1=CC(=C(OC2=CC=NC3=CC(=CC=C23)OCCO)C(=C1)F)F